5-((1H-Indazol-6-yl)oxy)-5,6,7,8-tetrahydronaphthalene-2-carbonitrile N1N=CC2=CC=C(C=C12)OC1C=2C=CC(=CC2CCC1)C#N